1-methyl-4-nitro-2-(pentan-3-ylsulfonimidoyl)benzene CC1=C(C=C(C=C1)[N+](=O)[O-])S(=O)(=N)C(CC)CC